(1S,2S,3R,5R)-3-((5-chloro-4-(4-fluoro-2-(2-hydroxypropan-2-yl)-1-isopropyl-1H-benzo[d]imidazol-6-yl)pyrimidin-2-yl)amino)-8-oxabicyclo[3.2.1]octan-2-ol ClC=1C(=NC(=NC1)N[C@H]1[C@@H]([C@@H]2CC[C@H](C1)O2)O)C=2C=C(C1=C(N(C(=N1)C(C)(C)O)C(C)C)C2)F